C(C)N1N=CC=C1C(=O)N[C@H](C(=O)NC1=NC(=C(C=C1)C=1C(=NN(C1CC)COCC[Si](C)(C)C)C)F)[C@H]1CCCC2(CC2)C1 2-Ethyl-N-[(1S)-2-[[5-[5-Ethyl-3-methyl-1-(2-trimethylsilylethoxymethyl)pyrazol-4-yl]-6-fluoro-2-pyridinyl]amino]-2-oxo-1-[(7S)-spiro[2.5]oct-7-yl]ethyl]pyrazole-3-carboxamide